C(#N)C1=CC=C2C(=C1)C(N(C(C21CCNCC1)=O)CCNC(=N)N)C1CCC(CC1)C(C)C 1-(2-(7-cyano-1-((1s,4s)-4-isopropylcyclohexyl)-3-oxo-1H-spiro[isoquinoline-4,4-piperidin]-2(3H)-yl)ethyl)guanidine